(S)-3-(3-Hydroxyphenyl)-4-(methyl(4-(5,6,7,8-tetrahydro-1,8-naphthyridin-2-yl)butyl)amino)butanoic acid OC=1C=C(C=CC1)[C@H](CC(=O)O)CN(CCCCC1=NC=2NCCCC2C=C1)C